C1(=CC=CC=C1)NC1=CC=CC2=CC=CC=C12 N-phenyl-α-naphthalamine